N-[(1S)-5-[2-(2-aminopyridin-3-yl)-5-(pyrazol-1-yl)imidazo[4,5-b]pyridin-3-yl]-2,3-dihydro-1H-inden-1-yl]-3-[(dimethylamino)methyl]-5-formyl-4-hydroxybenzamide NC1=NC=CC=C1C1=NC=2C(=NC(=CC2)N2N=CC=C2)N1C=1C=C2CC[C@@H](C2=CC1)NC(C1=CC(=C(C(=C1)C=O)O)CN(C)C)=O